8-(4-(1-(4-fluorophenyl)ethyl)piperazin-1-yl)-5-(2-methoxyethyl)-7-nitro-6-oxo-5,6-dihydro-1,5-naphthyridine-2-carbonitrile FC1=CC=C(C=C1)C(C)N1CCN(CC1)C1=C(C(N(C=2C=CC(=NC12)C#N)CCOC)=O)[N+](=O)[O-]